methyl 7-bromo-2,2,6-trifluorobenzo[d][1,3]dioxole-4-carboxylate BrC1=C(C=C(C2=C1OC(O2)(F)F)C(=O)OC)F